4-((2-fluorobenzyl)amino)butan-2-one FC1=C(CNCCC(C)=O)C=CC=C1